2'-O-methyluridine phosphorothioate P(O)(O)(=S)OC[C@@H]1[C@H]([C@H]([C@@H](O1)N1C(=O)NC(=O)C=C1)OC)O